[Au+3].N1=CC=CC2=CC=C3C=CC=NC3=C12 1,10-phenanthroline gold(III)